COC=1C=C(C=CC1OC)C1=NC2=C(N1)C=C(C(=C2)C2CCN(CC2)C2CCN(CC2)CC(C)C)C(F)(F)F 2-(3,4-Dimethoxyphenyl)-5-(1'-isobutyl-[1,4'-bipiperidin]-4-yl)-6-(trifluoromethyl)-1H-benzo[d]imidazol